octyl (2R)-2-[[(2S,5R)-2-carbamoyl-3-methyl-7-oxo-1,6-diazabicyclo[3.2.1]oct-3-en-6-yl]oxy]-2-fluoro-acetate C(N)(=O)[C@H]1N2C(N([C@H](C=C1C)C2)O[C@@H](C(=O)OCCCCCCCC)F)=O